(S)-1-(Chloromethyl)-4-(1-(methoxy-d3)ethyl)benzene-2,3,5,6-d4 ClCC1=C(C(=C(C(=C1[2H])[2H])[C@H](C)OC([2H])([2H])[2H])[2H])[2H]